C(CC1=C(C(=CC(=C1)C(C)(C)C)C(C)(C)C)O)C1=C(C(=CC(=C1)C(C)(C)C)C(C)(C)C)O 2,2'-ethylenebis(4,6-di-t-butylphenol)